ClC=1C(N(N=CC1NCC1COCCC1)C1CCN(CC1)C(C(C(C)(C)C)=O)C1=CC=C(C=C1)F)=O 4-chloro-2-(1-(1-(4-fluorophenyl)-3,3-dimethyl-2-oxobutyl)piperidin-4-yl)-5-(((tetrahydro-2H-pyran-3-yl)methyl)amino)pyridazin-3(2H)-one